C(C)OC1=NC2=C(N1CCNC(=O)C1CCCCC1)C=C(C=C2)OC N-(2-(2-ethoxy-6-methoxy-1H-benzimidazol-1-yl)ethyl)cyclohexanecarboxamide